C(C)(C)(C)C1=CC=C(C=C1)[C@@H]1C[C@@H](NCC1)C |o1:10,12| (2S*,4S*)-4-(4-(tert-Butyl)phenyl)-2-methylpiperidine